4,4-bis(2-hydroxyethoxy)biphenyl OCCOC1(CC=C(C=C1)C1=CC=CC=C1)OCCO